C(C)(C)(C)OC(N[C@H]1CN(C[C@@H](C1)F)C1C(CC(C1)C1=CC=C(C=C1)F)N1N=CC(=C1)C#N)=O (3R,5R)-1-(2-(4-cyano-1H-pyrazol-1-yl)-4-(4-fluorophenyl)cyclopentyl)-5-fluoropiperidin-3-ylcarbamic acid tert-butyl ester